L-aspartic acid phosphate P(=O)(O)(O)O.N[C@@H](CC(=O)O)C(=O)O